N-(5-(2-methoxyphenyl)-1,3,4-thiadiazol-2-yl)-1-ethyl-4-hydroxy-2-quinolone-3-carboxamide COC1=C(C=CC=C1)C1=NN=C(S1)NC(=O)C=1C(N(C2=CC=CC=C2C1O)CC)=O